COC1=C(C(=CC(=C1C1=CC=CC=C1)CCCCC)OC)C1C(CCC(=C1)C)C(=C)C 2',6'-dimethoxy-5-methyl-4'-pentyl-2-(prop-1-en-2-yl)-1,2,3,4-tetrahydro-1,1':3',1''-terphenyl